[N+](=O)([O-])C1=C(C(=O)O)C=C(C=C1)NCC1=C(C(=C(C(=C1F)F)C(F)(F)F)F)F 2-Nitro-5-(2,3,5,6-tetrafluoro-4-trifluoromethylbenzylamino)benzoic acid